CN1N=C2C=C(C(=CC2=C1)C1=CC(=C(CN2C(C3=NC=CC=C3C2=O)([2H])[2H])C(=C1)F)F)C 6-(4-(2,6-dimethyl-2H-indazol-5-yl)-2,6-difluorobenzyl)-6,7-dihydro-5H-pyrrolo[3,4-b]pyridin-5-one-7,7-d2